FC1CCC(CC1)[C@@H](C(=O)NC1=CC=C(C=C1)C=1C(=[N+](C=CC1C)[O-])C)NC(=O)C1=CC=C2N1CCN(C2)C 3-(4-((2S)-2-(4-fluorocyclohexyl)-2-(2-methyl-1,2,3,4-tetrahydropyrrolo[1,2-a]pyrazine-6-carboxamido)acetamido)phenyl)-2,4-dimethylpyridine 1-oxide